1-methyl-3-[3-(trimethoxysilyl)propyl]imidazolium chloride [Cl-].CN1C=[N+](C=C1)CCC[Si](OC)(OC)OC